CS(=O)C1=CC=CC=C1 The molecule is a sulfoxide resulting from the formal oxidation of the sulfur atom of thioanisole. It is a sulfoxide and a member of benzenes. It derives from a thioanisole.